2-[3-(3-bromo-5-chlorophenyl)ureido]-4-trifluoromethoxy-N-(2-hydroxy-ethyl)benzamide BrC=1C=C(C=C(C1)Cl)NC(NC1=C(C(=O)NCCO)C=CC(=C1)OC(F)(F)F)=O